Cl.FC1=C2C(NC=NC2=CC(=C1)OCC1CCOCC1)=O 5-fluoro-7-(tetrahydropyran-4-ylmethoxy)-3H-quinazolin-4-one hydrochloride